3-iodo-1-(3-nitrophenyl)pyrazole IC1=NN(C=C1)C1=CC(=CC=C1)[N+](=O)[O-]